Ethyl 4-hydroxy-2-oxo-6-(trifluoromethyl)-1,2-dihydropyridine-3-carboxylate OC1=C(C(NC(=C1)C(F)(F)F)=O)C(=O)OCC